(S)-1-tert-Butyl 2-methyl 4-methyl-2,3-dihydro-1H-pyrrole-1,2-dicarboxylate CC=1C[C@H](N(C1)C(=O)OC(C)(C)C)C(=O)OC